4-[2-[4-[2-[(6-chloro-2-pyridyl)oxy]ethoxy]-5-[(3-methoxyazetidin-1-yl)methyl]-2-pyridyl]ethynyl]-N1-methyl-2,7-naphthyridine-1,6-diamine ClC1=CC=CC(=N1)OCCOC1=CC(=NC=C1CN1CC(C1)OC)C#CC1=CN=C(C2=CN=C(C=C12)N)NC